2-(PYRROLIDIN-1-YL)THIAZOLE N1(CCCC1)C=1SC=CN1